C12NCC(CC1)(C2)C(C)(C)O 2-(2-azabicyclo[2.2.1]heptan-4-yl)propan-2-ol